C(C)OC(=C)C=1C(=C(C(=NC1F)CC(=O)N)[2H])[2H] (5-(1-ethoxyvinyl)-6-fluoropyridin-2-yl-3,4-d2)acetamide